3,4-difluorophenyl azide FC=1C=C(C=CC1F)N=[N+]=[N-]